1-[1-(2,6-dioxo-3-piperidyl)-3-isopropyl-2-oxo-benzimidazol-5-yl]piperidine-4-carbaldehyde O=C1NC(CCC1N1C(N(C2=C1C=CC(=C2)N2CCC(CC2)C=O)C(C)C)=O)=O